(R)-3-(4-azidophenoxy)tetrahydrofuran N(=[N+]=[N-])C1=CC=C(O[C@H]2COCC2)C=C1